FC=1C=C(COC(=O)N(C)CC2=C(C=NN2C)C2=CC=C(C=N2)OC2CCCCC2)C=C(C1)F (1S,3S)-3-((6-(5-(((((3,5-Difluoro-benzyl)oxy)carbonyl)(methyl)amino)methyl)-1-methyl-1H-pyrazol-4-yl)pyridin-3-yl)oxy)cyclohexan